FC1=C(C=CC(=C1)F)C=1N=C2N(N=C(C=C2)C)C1C(=O)N[C@@H]1C(NC2=C(C(=N1)C1=CC=CC=C1)C=CC=C2)=O 2-(2,4-Difluorophenyl)-6-methyl-N-[(3S)-2-oxo-5-phenyl-1,3-dihydro-1,4-benzodiazepine-3-Yl]imidazo[1,2-b]pyridazine-3-carboxamide